ClC1=C(C=CC(=C1)Cl)N1CCC2(CC1)C=1C=CC(=NC1CN(C2)C[C@@H]2NCCC2)C=2C(=NC=CC2)OCC 1'-(2,4-dichlorophenyl)-2-(2-ethoxypyridin-3-yl)-7-[[(2R)-pyrrolidin-2-yl]methyl]spiro[6,8-dihydro-1,7-naphthyridine-5,4'-piperidine]